C(C)(C)(C)OC(N(C)C=1C(=NC=C(C1)Br)N)=O.ON=C(C(CCCCCC)=NO)C1=CC=CC=2C3=CC=CC=C3N(C12)C1=CC=C(C=C1)[N+](=O)[O-] (1,2-dihydroxyiminooctyl)-N-(4-nitrophenyl)carbazole tert-Butyl-(2-amino-5-bromopyridin-3-yl)(methyl)carbamate